6'-Fluoro-2',3'-dihydrospiro[cyclopropane-1,1'-indene]-5'-carboxylic acid methyl ester COC(=O)C=1C=C2CCC3(C2=CC1F)CC3